CN1N=CC(=C1C)C(=O)NC1CCC2=CC(=CC=C12)C1=NOC(=N1)C 1,5-dimethyl-N-(5-(5-methyl-1,2,4-oxadiazol-3-yl)-2,3-dihydro-1H-inden-1-yl)-1H-pyrazole-4-carboxamide